FC(=C[N-]C1=CC2=CC=CC=C2C=C1)F N-(2,2-difluoroethenyl)-2-naphthylamide